9-[(4,6-difluoroindolin-1-yl)methyl]-N,N-dimethyl-2-morpholino-4-oxo-pyrido[1,2-a]pyrimidine-7-carboxamide FC1=C2CCN(C2=CC(=C1)F)CC1=CC(=CN2C1=NC(=CC2=O)N2CCOCC2)C(=O)N(C)C